CC=1C=NC(=NC1)NC1CCOCC1 5-methyl-N-(tetrahydro-2H-pyran-4-yl)pyrimidin-2-amine